BrC=1C=C2C(OCC=3C=NC(=CC3C3=CC(=C(C(NS(C(C1O)=C2)(=O)=O)=C3)OC)F)OC)=O 13-Bromo-20-fluoro-14-hydroxy-4,19-dimethoxy-16,16-dioxo-9-oxa-16λ6-thia-5,17-diazatetracyclo[16.3.1.111,15.02,7]tricosa-1(21),2(7),3,5,11,13,15(23),18(22),19-nonaen-10-one